(E)-N,N'-(but-2-ene-1,4-diylbis(6-carbamoyl-3H-imidazo[4,5-b]pyridine-3,2-diyl))bis(4-ethyl-2-methyloxazole-5-carboxamide) C(\C=C\CN1C(=NC=2C1=NC=C(C2)C(N)=O)NC(=O)C2=C(N=C(O2)C)CC)N2C(=NC=1C2=NC=C(C1)C(N)=O)NC(=O)C1=C(N=C(O1)C)CC